5-hydroxy-5-(3-methoxyphenyl)-N-(pyridin-3-yl)-octahydrocyclopenta[c]pyrrole-2-carboxamide OC1(CC2C(CN(C2)C(=O)NC=2C=NC=CC2)C1)C1=CC(=CC=C1)OC